2,3,5-trifluoro-4-hydroxy-N-({(1r,4r)-4-[7-(1-methyl-1H-pyrazol-4-yl)imidazo[1,2-a]pyridin-2-yl]cyclohexyl}methyl)benzamide FC1=C(C(=O)NCC2CCC(CC2)C=2N=C3N(C=CC(=C3)C=3C=NN(C3)C)C2)C=C(C(=C1F)O)F